ClC=1C=C2C(=NN=C(C2=CC1Cl)N1CCNCC1)OC 4-(6,7-dichloro-4-methoxyphthalazin-1-yl)piperazine